methyl 4,6-dichloro-2-fluoronicotinate ClC1=CC(=NC(=C1C(=O)OC)F)Cl